tert-butyl 4-[1-[3-(2-bromophenoxy)phenyl]azetidin-3-yl]piperazine-1-carboxylate BrC1=C(OC=2C=C(C=CC2)N2CC(C2)N2CCN(CC2)C(=O)OC(C)(C)C)C=CC=C1